3-[6-chloro-3-[[(1R)-1-[2-(4,4-dimethyl-1-piperidyl)-3,6-dimethyl-4-oxo-chromen-8-yl]ethyl]amino]-2-pyridyl]-2-methyl-6-(4,4,5,5-tetramethyl-1,3,2-dioxaborolan-2-yl)benzaldehyde ClC1=CC=C(C(=N1)C=1C(=C(C=O)C(=CC1)B1OC(C(O1)(C)C)(C)C)C)N[C@H](C)C=1C=C(C=C2C(C(=C(OC12)N1CCC(CC1)(C)C)C)=O)C